C1(CCCC1)N(C(=O)OCC1=C(C=NN1C)C=1N=C(C(=NC1)O[C@@H]1C[C@H](CCC1)C(=O)OC(C)C)C)C |r| (+/-)-isopropyl (1S,3S)-3-((5-(5-(((cyclopentyl(methyl)carbamoyl)oxy)methyl)-1-methyl-1H-pyrazol-4-yl)-3-methylpyrazin-2-yl)oxy)cyclohexane-1-carboxylate